BrC1=CC(=C(O[C@H](C(=O)OC)CC2CCC2)C=C1)C1=NOCC1OCCCC (2S)-methyl 2-[4-bromo-2-(4-butoxy-4,5-dihydroisoxazol-3-yl) phenoxy]-3-cyclobutylpropanoate